perfluoro-3-oxa-4-pentene-sulfonic acid FC(C(OC(=C(F)F)F)(F)F)(S(=O)(=O)O)F